tert-butyl 2-((4-(difluoromethyl) benzyl) oxy)-3-(trifluoromethyl)-5,8-dihydro-1,7-naphthyridine-7(6H)-carboxylate FC(C1=CC=C(COC2=NC=3CN(CCC3C=C2C(F)(F)F)C(=O)OC(C)(C)C)C=C1)F